N[C@H]1[C@@H]2N(C[C@H]1CC2)C(=O)C2=CC1=C(N(C(=N1)C1=CC=3C=4N1C(CNC4C=C(C3)F)CC)C)C(=C2)F ((1R,4R,7R)-7-amino-2-azabicyclo[2.2.1]hept-2-yl)(2-(3-ethyl-8-fluoro-2,3-dihydro-1H-pyrrolo[1,2,3-de]quinoxalin-5-yl)-7-fluoro-1-methyl-1H-benzo[d]imidazol-5-yl)methanone